C(C)(C)(C)OC(N(C)CC1=NC=CC(=C1)Br)=O.FC1=C(C(=O)N2CC3(C2)CC(C3)N3N=C(C=C3C(F)(F)F)C=3C(NC=CC3)=O)C=C(C=C1)O 3-(1-(2-(2-fluoro-5-hydroxybenzoyl)-2-azaspiro[3.3]heptan-6-yl)-5-(trifluoromethyl)-1H-pyrazol-3-yl)pyridin-2(1H)-one tert-butyl-N-[(4-bromopyridin-2-yl)methyl]-N-methylcarbamate